4-(8-(4-methoxyphenyl)-7-oxo-2-(2,2,2-trifluoroethylamino)-7,8-dihydropyrido[2,3-d]pyrimidin-6-yl)-N-methylbenzamide COC1=CC=C(C=C1)N1C(C(=CC2=C1N=C(N=C2)NCC(F)(F)F)C2=CC=C(C(=O)NC)C=C2)=O